6-(4-(fluoromethyl)-1H-pyrazol-1-yl)nicotinaldehyde FCC=1C=NN(C1)C1=NC=C(C=O)C=C1